4-(2-nitroethyl)-1,2-dimethoxybenzene [N+](=O)([O-])CCC1=CC(=C(C=C1)OC)OC